C1(CC1)NC1=NC(=CC(=N1)C=1C=C(C#N)C=CC1)C=1N=NN(C1)CC1=NC(=CC=C1)COC m-[2-(cyclopropylamino)-6-(1-{[6-(methoxymethyl)-2-pyridinyl]methyl}-1H-1,2,3-triazol-4-yl)-4-pyrimidinyl]benzonitrile